C(C(=C)C)(=O)OCC[N+](C)(C)CCOC(C(=C)C)=O di(2-methacryloyloxyethyl)dimethylammonium